2,4-di-t-butylphenyl hydrogen phosphate P(=O)(OC1=C(C=C(C=C1)C(C)(C)C)C(C)(C)C)(O)[O-]